N-[(6-Amino-2-pyridyl)sulfonyl]-2-(2,6-dimethylphenoxy)-6-[3-fluoro-5-(3-hydroxy-2-methyl-propoxy)phenyl]pyridin-3-carboxamid NC1=CC=CC(=N1)S(=O)(=O)NC(=O)C=1C(=NC(=CC1)C1=CC(=CC(=C1)OCC(CO)C)F)OC1=C(C=CC=C1C)C